N1N=C(C=C1)[C@H](C)C1=CC=NC=C1 |r| (rac)-4-(1-(1H-pyrazol-3-yl)ethyl)pyridine